CC1(CCC(=CC1)C1=CC(=CC=C1NC(=O)C1=NOC(=C1)C)C1CCN(CCC1)C(=O)OC(C)(C)C)C tert-butyl 4-(4',4'-dimethyl-6-(5-methylisoxazole-3-carboxamido)-2',3',4',5'-tetrahydro-[1,1'-biphenyl]-3-yl)azepane-1-carboxylate